((2-(dimethylamino)ethyl)azanediyl)bis(decane-1,2-diyl) dioctanoate C(CCCCCCC)(=O)OC(CN(CC(CCCCCCCC)OC(CCCCCCC)=O)CCN(C)C)CCCCCCCC